heptadecanedioate C(CCCCCCCCCCCCCCCC(=O)[O-])(=O)[O-]